ClC=1C=C(C=C(C1OCOCC[Si](C)(C)C)Cl)N1CCN(CC1)S(=O)(=O)C1=CC=C(C=C1)NC(C1=C(C=CC=C1)N(S(=O)(=O)C)C)=O N-[4-[4-[3,5-dichloro-4-(2-trimethylsilylethoxymethoxy)phenyl]piperazin-1-yl]sulfonylphenyl]-2-[methyl(methylsulfonyl)amino]benzamide